N-[2-[1-[[7-[4-(2,6-dioxo-3-piperidyl)-3-fluoro-phenyl]-7-azaspiro[3.5]nonan-2-yl]methyl]-4-piperidyl]-6-isopropoxy-1-oxo-isoindolin-5-yl]pyrazolo[1,5-a]pyrimidine-3-carboxamide O=C1NC(CCC1C1=C(C=C(C=C1)N1CCC2(CC(C2)CN2CCC(CC2)N2C(C3=CC(=C(C=C3C2)NC(=O)C=2C=NN3C2N=CC=C3)OC(C)C)=O)CC1)F)=O